(1S,2R)-2,4-dimethylcyclohex-3-ene-1-carbaldehyde C[C@H]1[C@H](CCC(=C1)C)C=O